9-(4-fluorophenyl)-8-oxo-3,4-dihydro-1H-pyrido[2,1-c][1,4]Oxazine-7-carboxamide FC1=CC=C(C=C1)C=1C(C(=CN2C1COCC2)C(=O)N)=O